3-(Benzofuran-5-yl)-3-(7-(2-(cyclohex-2-en-1-ylamino)-2-oxoethoxy)naphthalen-2-yl)propanoic acid O1C=CC2=C1C=CC(=C2)C(CC(=O)O)C2=CC1=CC(=CC=C1C=C2)OCC(=O)NC2C=CCCC2